3-(5-(((1R,2R)-2-(2-oxa-6-azaspiro[3.3]heptan-6-yl)cycloheptyl)oxy)-1-oxoisoindolin-2-yl)piperidine-2,6-dione C1OCC12CN(C2)[C@H]2[C@@H](CCCCC2)OC=2C=C1CN(C(C1=CC2)=O)C2C(NC(CC2)=O)=O